(((4s,6s)-8-oxo-7-oxa-9-azadispiro[2.2.46.23]dodecane-4-yl)methyl)-1H-benzo[d]imidazole-6-carbonitrile O=C1O[C@@]2(C[C@@H](C3(CC3)CC2)CN2C=NC3=C2C=C(C=C3)C#N)CN1